C1(CCC1)CNCC=1NC2=CC(=CC=C2C1)CN1N=NC(=C1)C=1C=NC=C(C1)SC 1-cyclobutyl-N-((6-((4-(5-(methylthio)pyridin-3-yl)-1H-1,2,3-triazol-1-yl)methyl)-1H-indole-2-yl)methyl)methylamine